2-(4-bromo-2-methylphenyl)-6-morpholino-2,5-dihydro-4H-pyrazolo[3,4-d]pyrimidin-4-one BrC1=CC(=C(C=C1)N1N=C2N=C(NC(C2=C1)=O)N1CCOCC1)C